(N-[4-amino-5-[4-[2-[4-(dimethylamino)-1-piperidinyl]-2-oxo-ethoxy]benzoyl]thiazol-2-yl]-4-fluoro-anilino)propanamide NC=1N=C(SC1C(C1=CC=C(C=C1)OCC(=O)N1CCC(CC1)N(C)C)=O)N(C1=CC=C(C=C1)F)C(C(=O)N)C